CC=1SC2=C(N1)C=CC(=C2)C=C 2-methyl-6-vinyl-1,3-benzothiazole